CC=1CCC(C(C1)C=1C(=C(C(=CC1O)CCCCC)S(=O)(=O)C1COC1)O)C(=C)C 5'-methyl-3-(oxetan-3-ylsulfonyl)-4-pentyl-2'-(prop-1-en-2-yl)-1',2',3',4'-tetrahydro-[1,1-biphenyl]-2,6-diol